FC1=C(C=C(C=C1)OC=1C(=C2C=CNC2=CC1F)C)C=1NC(=CN1)[C@]1(OC[C@@H](C1)O)C=1C=C(C=CC1)/C=C/C(=O)OCC |r| rac-ethyl (E)-3-(3-((2r,4r)-2-(2-(2-fluoro-5-((6-fluoro-4-methyl-1H-indol-5-yl)oxy)phenyl)-1H-imidazol-5-yl)-4-hydroxytetrahydrofuran-2-yl)phenyl)acrylate